(R)-(+)-N-(p-dodecylbenzenesulfonyl)proline C(CCCCCCCCCCC)C1=CC=C(C=C1)S(=O)(=O)N1[C@H](CCC1)C(=O)O